FC=1C(=CC2=C(OCC(O2)(C)C)C1)C(C)N1C[C@@H](N(C[C@H]1C)C=1C2N=C(N(C2N(C(N1)=O)C)C)CC#N)C 2-(6-((2S,5R)-4-(1-(7-fluoro-3,3-dimethyl-2,3-dihydrobenzo[b][1,4]dioxin-6-yl)ethyl)-2,5-dimethylpiperazin-1-yl)-3,9-dimethyl-2-oxo-3,4,5,9-tetrahydro-2H-purin-8-yl)acetonitrile